C1=2C=C(C=CC2CC1)CC(=O)C1=CC=C(C=C1)Cl 2-(bicyclo[4.2.0]octa-1(6),2,4-trien-3-yl)-1-(4-chlorophenyl)ethan-1-one